N-ethyl-5-fluoro-2-[6-(3-fluoro-1-{[(1r,4r)-4-ethanesulfonamidocyclohexyl]methyl}azetidin-3-yl)imidazo[1,5-a]pyridin-8-yl]-N-(isopropyl)benzamide C(C)N(C(C1=C(C=CC(=C1)F)C=1C=2N(C=C(C1)C1(CN(C1)CC1CCC(CC1)NS(=O)(=O)CC)F)C=NC2)=O)C(C)C